C(C1=CC=C(C(=O)OCCCCCCCC(C)C)C=C1)(=O)OCCCCCCCC(C)C di(isodecyl) terephthalate